3-((3,3-difluoro-2a-hydroxy-1-oxo-2,2a,3,4-tetrahydro-1H-cyclopenta[cd]inden-5-yl)oxy)-5-fluorobenzonitrile FC1(CC=2C=3C1(CC(C3C=CC2OC=2C=C(C#N)C=C(C2)F)=O)O)F